N-(4-cyanophenyl)p-menthanecarboxamide C(#N)C1=CC=C(C=C1)NC(=O)C1CC(CCC1C(C)C)C